(S)-N-(4-((2-((5-(tert-butyl)-1-(tetrahydrofuran-3-yl)-1H-pyrazol-3-yl)amino)-3-methyl-3H-imidazo[4,5-b]pyridin-5-yl)oxy)pyridin-2-yl)acetamide C(C)(C)(C)C1=CC(=NN1[C@@H]1COCC1)NC1=NC=2C(=NC(=CC2)OC2=CC(=NC=C2)NC(C)=O)N1C